C(C)C1(NON(O1)NC(=O)C1=CC(=NN1C1=CC=CC=C1)C1=CC=CC=C1)C N-(4-ethyl-4-methyl-2,5-dioxaimidazolin-1-yl)-1,3-diphenyl-1H-pyrazol-5-yl-carboxamide